C(C)(C)(C)C1=CC=C(C=C1)C1=C2C(=NC=C1)N=C(O2)C2=CC=CC=C2 7-(4-(tert-butyl)phenyl)-2-phenyl-oxazolo[4,5-b]pyridine